N1C=CC2=CC(=CC=C12)N1CNC(C2=CC=CC=C12)=O (indol-5-yl)-2,3-dihydro-quinazolin-4(1H)-one